2-(4-((6-(cyclopropyl(4-(trifluoromethyl)benzyl)amino)-9H-purin-9-yl)methyl)piperidin-1-yl)propanamide C1(CC1)N(C1=C2N=CN(C2=NC=N1)CC1CCN(CC1)C(C(=O)N)C)CC1=CC=C(C=C1)C(F)(F)F